C1(CCCCC1)C(CO)C 2-Cyclohexyl-propanol